1,8-diamino-p-menthaneamine NC1(CC(C(CC1)C(C)(C)N)N)C